5-cyclopropyl-N-(isoquinolin-4-yl)-2-nitrobenzamide C1(CC1)C=1C=CC(=C(C(=O)NC2=CN=CC3=CC=CC=C23)C1)[N+](=O)[O-]